2-chloro-4-((1R,3s)-3-((1-((R or S)-2-(3-chloro-5-fluorophenyl)-3,3,3-trifluoro-2-hydroxypropanoyl)piperidin-4-yl)methyl)cyclobutoxy)-N,N-dimethylbenzamide ClC1=C(C(=O)N(C)C)C=CC(=C1)OC1CC(C1)CC1CCN(CC1)C([C@](C(F)(F)F)(O)C1=CC(=CC(=C1)F)Cl)=O |o1:25|